3-((1-((S)-4,4-difluoro-3-(3-fluoro-1H-pyrazol-1-yl)butanoyl)-4-hydroxypiperidin-4-yl)methyl)-7-(2-(methylamino)2,3-dihydro-1H-inden-5-yl)imidazo[2,1-f][1,2,4]triazin-4(3H)-one formate C(=O)O.FC([C@H](CC(=O)N1CCC(CC1)(O)CN1C=NN2C(C1=O)=NC=C2C=2C=C1CC(CC1=CC2)NC)N2N=C(C=C2)F)F